CC=1C=C(C=C(C1)C)C(C(=O)O)=O 3,5-dimethylphenylglyoxylic acid